C1=CC(=C(C=C1C=O)C(=O)O)O The molecule is a monohydroxybenzoic acid in which a benzoic acid nucleus is substituted at positions 2 and 5 by a formyl group and an hydroxy group respectively. It is a member of benzaldehydes, a monohydroxybenzoic acid and a member of phenols. It derives from a salicylic acid.